FC1C[C@H](NC1)C(=O)O 4-Fluoro-Proline